OC(CNC1=CC=C(C=C1)N)C (β-hydroxypropyl)-para-phenylenediamine